6-(((2-(2,6-dioxopiperidin-3-yl)-1-oxoisoindolin-4-yl)thio)methyl)-N-(quinuclidin-3-yl)nicotinamide O=C1NC(CCC1N1C(C2=CC=CC(=C2C1)SCC1=NC=C(C(=O)NC2CN3CCC2CC3)C=C1)=O)=O